N-(5-Chloro-6-(2H-1,2,3-triazol-2-yl)pyridin-3-yl)-1-(1-(difluoromethyl)-isochinolin-5-yl)-5-(trifluoromethyl)-1H-pyrazol-4-carboxamid ClC=1C=C(C=NC1N1N=CC=N1)NC(=O)C=1C=NN(C1C(F)(F)F)C1=C2C=CN=C(C2=CC=C1)C(F)F